4-chloro-2-methylbenzonitrile ClC1=CC(=C(C#N)C=C1)C